CN(C1=CC=C(C(=O)C2=CC=C(C=C2)N(C)C)C=C1)C 4,4'-bisdimethylaminobenzophenone